N[C@@H](CC1=NC(=CC=C1F)C#N)C1=C(C=CC=C1)C1=NOC2=C1C=CC(=C2)Br (S)-2-(2-Amino-2-[2-(6-bromobenzo[d]isoxazol-3-yl)phenyl]ethyl)-3-fluoropyridine-6-carbonitrile